FC=1C=C(CC2=CC(=NC=C2)N2N=C(C(=N2)C(=O)NC)C)C=C(C1)C(F)(F)F 2-(4-(3-fluoro-5-(trifluoromethyl)benzyl)pyridin-2-yl)-N,5-dimethyl-2H-1,2,3-triazole-4-carboxamide